4-(2-(2-bromoethoxy)ethoxy)-2-(2-oxopiperidin-3-yl)isoindoline-1,3-dione BrCCOCCOC1=C2C(N(C(C2=CC=C1)=O)C1C(NCCC1)=O)=O